5-methyl-2,3,4,5-tetrahydro-1H-pyridine CC1CCCNC1